BrC=1C(=C(C(=CC1)F)[C@H]([C@@H](C=1OC(NN1)=O)NS(=O)(=O)C=1C=CC(=C2C(CCOC12)(C)O)Cl)C)C N-((1s,2r)-2-(3-bromo-6-fluoro-2-methylphenyl)-1-(5-oxo-4,5-dihydro-1,3,4-oxadiazol-2-yl)propyl)-5-chloro-4-hydroxy-4-methyl-chroman-8-sulfonamide